2-((1-((dimethylamino)methyl)cyclopropyl)methoxy)-7-(8-ethylnaphthalen-1-yl)-N-((3-fluorocyclobutyl)methyl)-N-methyl-5,6,7,8-tetrahydropyrido[3,4-d]pyrimidin-4-amine CN(C)CC1(CC1)COC=1N=C(C2=C(N1)CN(CC2)C2=CC=CC1=CC=CC(=C21)CC)N(C)CC2CC(C2)F